1-(2-hydroxyethyl)-1-methyl-guanidine dihydrogen phosphate P(=O)(O)(O)O.OCCN(C(=N)N)C